3-((10-Hydroxy-7-(2-methylpyrrolidine-1-carbonyl)-7-azaspiro[4.5]decan-10-yl)methyl)-6-phenylpyrimidin-4(3H)-one OC1(CCN(CC12CCCC2)C(=O)N2C(CCC2)C)CN2C=NC(=CC2=O)C2=CC=CC=C2